5-(chroman-8-ylamino)-7-(methylamino)pyrazolo[1,5-a]pyrimidine-3-carboxylic acid O1CCCC2=CC=CC(=C12)NC1=NC=2N(C(=C1)NC)N=CC2C(=O)O